(S)-2-((1-(2-(bis(3-isopropylphenyl)methyl)-2-methylhydrazineyl)-1-oxopropan-2-yl)carbamoyl)-4-methoxypyridin-3-yl isobutyrate C(C(C)C)(=O)OC=1C(=NC=CC1OC)C(N[C@H](C(=O)NN(C)C(C1=CC(=CC=C1)C(C)C)C1=CC(=CC=C1)C(C)C)C)=O